ClC1=C(C=C(C=C1)C1=NN(C(=N1)CC(=O)NCC1=CC(=CC(=C1)Cl)Cl)CC)OCC 2-[3-(4-Chloro-3-ethoxyphenyl)-1-ethyl-1H-1,2,4-triazol-5-yl]-N-[(3,5-dichlorophenyl)methyl]acetamid